2-((3-chloro-2-(2,3-dihydrobenzofuran-5-yl)phenyl)amino)benzoic acid ClC=1C(=C(C=CC1)NC1=C(C(=O)O)C=CC=C1)C=1C=CC2=C(CCO2)C1